Cl[Pd](C1=C(C=CC=C1)C1=C(C=CC=C1)N)C=1C(=C(C=CC1)C1=C(C=CC=C1OC)OC)P(C1CCCCC1)C1CCCCC1 chloro(2-dicyclohexylphosphino-2',6'-dimethoxy-1,1'-biphenylyl)(2'-amino-1,1'-biphenyl-2-yl)palladium